cinnamamidopyrazolo[3,4-d]pyrimidine C(C=CC1=CC=CC=C1)(=O)NC1=NNC2=NC=NC=C21